C(=O)(OCC1C2=CC=CC=C2C2=CC=CC=C12)N[C@@](CCC1=CC=CC=C1)(C(=O)O)C Fmoc-α-methyl-homophenylalanine